COC(C1=CC(=NC=C1Br)/N=C/N(C)C)=O (E)-5-bromo-2-(((dimethylamino)methylene)amino)isonicotinic acid methyl ester